5-(6-chloro-1-[[2-(trimethylsilyl)ethoxy]methyl]pyrazolo[3,4-b]pyridin-3-yl)-6-methoxy-1-[[2-(trimethylsilyl)ethoxy]methyl]indazole ClC1=CC=C2C(=N1)N(N=C2C=2C=C1C=NN(C1=CC2OC)COCC[Si](C)(C)C)COCC[Si](C)(C)C